4,4-difluorobut-3-en-1-yl 2-(3,5-diphenyl-1H-pyrazol-1-yl)acetate C1(=CC=CC=C1)C1=NN(C(=C1)C1=CC=CC=C1)CC(=O)OCCC=C(F)F